Ethyl cinnamoyl-L-leucinate C(C=CC1=CC=CC=C1)(=O)N[C@@H](CC(C)C)C(=O)OCC